alpha-indolyl-alpha-trifluoromethyl-n-butyl alcohol N1C(=CC2=CC=CC=C12)C(CCC)(C(F)(F)F)O